benzyl ((2R,3S)-4-(4-(benzyloxy)phenyl)-3-(((((3R,3aS,6aR)-hexahydrofuro[2,3-b]furan-3-yl)oxy)carbonyl)amino)-2-hydroxybutyl)(isobutyl)carbamate C(C1=CC=CC=C1)OC1=CC=C(C=C1)C[C@@H]([C@@H](CN(C(OCC1=CC=CC=C1)=O)CC(C)C)O)NC(=O)O[C@H]1CO[C@H]2OCC[C@H]21